tert-butyl 3-(7-chloro-1-oxo-1,2-dihydropyrido[3,4-d]pyridazin-5-yl)-3,8-diazabicyclo[3.2.1]octane-8-carboxylate ClC1=CC2=C(C=NNC2=O)C(=N1)N1CC2CCC(C1)N2C(=O)OC(C)(C)C